C(C)N1CC2=CC(=CC=C2CC1)CN1N=C(C(=C1)C(=O)NCC1=C(C(=CC=C1N1N=NC(=C1)C)OC)F)COC 1-[(2-ethyl-3,4-dihydro-1H-isoquinolin-7-yl)methyl]-N-{[2-fluoro-3-methoxy-6-(4-methyl-1,2,3-triazol-1-yl)phenyl]methyl}-3-(methoxymethyl)pyrazole-4-carboxamide